8-(6-oxo-1,6-dihydro-pyridin-2-yl)-2,3-dihydro-benzo[1,4]dioxin O=C1C=CC=C(N1)C1=CC=CC2=C1OCCO2